ClC1=C(C(=NC=N1)N)C 6-Chloro-5-methylpyrimidin-4-amine